CC1=NC(=CC(=C1)C=1NC2=CC=C(C=C2C1C(C)C)C1CCN(CC1)CC1=CN=CS1)C 5-((4-(2-(2,6-dimethylpyridin-4-yl)-3-isopropyl-1H-indol-5-yl)piperidin-1-yl)methyl)thiazole